C(C)(C)(C)OC(=O)N1CC(N(CC1)C=1C=C2C(=NC=3N(C2=CC1)C=CN3)NC(C)C3=C(C(=CC=C3)C#N)C)C 4-{5-[1-(3-Cyano-2-methyl-phenyl)-ethylamino]-imidazo[1,2-a]quinazolin-7-yl}-3-methyl-piperazine-1-carboxylic acid tert-butyl ester